rel-(S)-tert-butyl ((6-(pyridin-2-yl)-1,3,4,5-tetrahydrobenzo[c]oxepin-1-yl)methyl)carbamate N1=C(C=CC=C1)C1=CC=CC=2[C@H](OCCCC21)CNC(OC(C)(C)C)=O |o1:11|